5-METHYLOCTYL ACETATE C(C)(=O)OCCCCC(CCC)C